CC1(CCC1)NC(O[C@H]1C[C@H](CC1)C=1NN=C(C1)NC(COC1=C(C(=CC=C1)OC)C=O)=O)=O (1R,3S)-3-{5-[2-(2-formyl-3-methoxyphenoxy) acetamido]-2H-pyrazol-3-yl}cyclopentyl N-(1-methylcyclobutyl)carbamate